NC(C(=O)O)CCN=[N+]=[N-] amino-4-azidobutanoic acid